The molecule is tetraanion of thermospermine arising from protonation of all four amino groups; major species at pH 7.3. It is a conjugate acid of a thermospermine. C(CC[NH2+]CCC[NH2+]CCC[NH3+])C[NH3+]